3-(4-((2-aminoethyl)(propyl)amino)-1-oxoisoindolin-2-yl)piperidine-2,6-dione NCCN(C1=C2CN(C(C2=CC=C1)=O)C1C(NC(CC1)=O)=O)CCC